N-ethylmethanesulfonamide C(C)NS(=O)(=O)C